6-(benzyloxy)-3-bromo-2-(4-bromophenyl)-benzothien-1-one C(C1=CC=CC=C1)OC1=CC2=C(C(=C(S2=O)C2=CC=C(C=C2)Br)Br)C=C1